C1(CCN2CCCCC12)NC1=NN=C(C=2N1C=CC2)C2=C(C=C(C=C2)C(F)(F)F)O 2-(4-((octahydroindolizin-1-yl)amino)pyrrolo[1,2-d][1,2,4]triazin-1-yl)-5-(trifluoromethyl)phenol